NCC=1C(NC(N(N1)C1=CC(=C(C(=C1)Cl)OC1=NNC(C(=C1)C(C)C)=O)Cl)=O)=O 6-(aminomethyl)-2-[3,5-dichloro-4-[(5-isopropyl-6-oxo-1H-pyridazin-3-yl)oxy]phenyl]-4H-1,2,4-triazine-3,5-dione